CN1C(=NC2=C1C=CC=C2)C=2C(OC1=CC(=CC=C1C2)N(CC)CC)=O (N-methyl-benzimidazol-2-yl)-7-(diethylamino)-coumarin